ClC1=C(C(C=2C=CC=NC2C1=O)=O)NC1=CC=C(C=C1)C1=CC=NC=C1 7-chloro-6-((4-(pyridin-4-yl)phenyl)amino)quinoline-5,8-dione